2,4,7,9-tetramethyl-5-dodecyne-4,7-diol CC(C)CC(C#CC(CC(CCC)C)(O)C)(O)C